FC1(CC12CCC=1N(C2)N=C(C1C1=C2C(=NC=C1)NN=C2)C2=NC=C(C=C2)F)F 2,2-difluoro-2'-(5-fluoropyridin-2-yl)-3'-(1H-pyrazolo[3,4-b]pyridin-4-yl)-4',5'-dihydro-7'H-spiro[cyclopropane-1,6'-pyrazolo[1,5-a]pyridine]